C(C)(C)(C)OC(=O)N1N=C(C2=CC=C(C=C12)[C@@H]1C[C@@]12C(N(C1=CC=C(C=C21)OC)C(=O)OC(C)(C)C)=O)NC2=NC(=NC=C2OC)C2COC2 tert-butyl (1R,2S)-2-[1-(tert-butoxycarbonyl)-3-{[5-methoxy-2-(oxetan-3-yl)pyrimidin-4-yl]amino}indazol-6-yl]-5'-methoxy-2'-oxospiro[cyclopropane-1,3'-indole]-1'-carboxylate